4-(4-((1-(4-cyanobenzoyl)azetidin-3-yl)sulfonyl)-3,4-dihydro-2H-pyrido[4,3-b][1,4]thiazin-8-yl)-benzonitrile C(#N)C1=CC=C(C(=O)N2CC(C2)S(=O)(=O)N2C3=C(SCC2)C(=CN=C3)C3=CC=C(C#N)C=C3)C=C1